OC1=C(C2=CC=CC=C2C=C1)N=NC1=C(C2=CC=CC=C2C=C1)S(=O)(=O)O 2-(2-hydroxy-1-naphthylazo)-1-naphthalenesulfonic acid